(1S)-2-[4,6-bis(difluoromethyl)-1,3,5-triazin-2-yl]-6-methoxy-1-{[(3S)-oxan-3-yl]methyl}-2,3,4,9-tetrahydro-1H-pyrido[3,4-b]indole FC(C1=NC(=NC(=N1)C(F)F)N1[C@H](C=2NC3=CC=C(C=C3C2CC1)OC)C[C@H]1COCCC1)F